[Mn+2].ClC1(N2CCN(CCCN(CCN(CC1)CCCCCCCC)CC2)C)Cl Dichloro-5-n-octyl-12-methyl-1,5,8,12-tetraaza-bicyclo[6.6.2]hexadecane Manganese (II)